2,4-dichloro-N-[5-[4-[3-[3-[4-[4-[(2,6-dioxo-3-piperidyl)amino]phenyl]piperazin-1-yl]-3-oxo-propoxy]propanoyl]piperazine-1-carbonyl]-2-phenyl-pyrazol-3-yl]-5-(2-pyridyl)benzamide ClC1=C(C(=O)NC=2N(N=C(C2)C(=O)N2CCN(CC2)C(CCOCCC(=O)N2CCN(CC2)C2=CC=C(C=C2)NC2C(NC(CC2)=O)=O)=O)C2=CC=CC=C2)C=C(C(=C1)Cl)C1=NC=CC=C1